C(C)(C)N1C=[N+](C2=C1C(C1=CC=CC=C1C2=NO)=O)C (E)- or (Z)-1-isopropyl-4-(hydroxyimino)-3-Methyl-9-oxo-4,9-dihydro-1H-naphtho[2,3-d]imidazole-3-ium